O=C1NC(CC[C@@H]1N1C(C2=CC=CC(=C2C1)C#CCOC1CC(C1)C(=O)OC(C)(C)C)=O)=O tert-butyl (1s,3s)-3-((3-(2-(2,6-dioxopiperidin-3-yl)-1-oxoisoindolin-4-yl)prop-2-yn-1-yl)oxy)cyclobutane-1-carboxylate